CC1=CC=2C3=C(N(C2C=C1)CC1=CC=C(C=C1)SC)C=CC=N3 8-methyl-5-(4-(methylthio)benzyl)-5H-pyrido[3,2-b]indole